ClC1=CC=C(C=C1)N1C2(CCN(C2)C(=O)NC)C(N(CC1=O)C1=CC=C(C=C1)[N+](=O)[O-])=O 6-(4-chlorophenyl)-N-methyl-9-(4-nitrophenyl)-7,10-dioxo-2,6,9-triazaspiro[4.5]decane-2-carboxamide